5-(2-methylphenyl)-1,3,4-oxadiazole-2-carbohydrazide CC1=C(C=CC=C1)C1=NN=C(O1)C(=O)NN